tert-butyl (S)-2-((2-(4-bromo-2-chlorophenyl)-7-methylimidazo[1,2-a]pyridin-3-yl)methyl)morpholine-4-carboxylate BrC1=CC(=C(C=C1)C=1N=C2N(C=CC(=C2)C)C1C[C@H]1CN(CCO1)C(=O)OC(C)(C)C)Cl